1-(7-((4-Bromo-3-fluorophenyl)sulfonyl)-5,5-difluoro-2,7-diazaspiro[3.5]nonan-2-yl)-2-chloroethan-1-one BrC1=C(C=C(C=C1)S(=O)(=O)N1CC(C2(CN(C2)C(CCl)=O)CC1)(F)F)F